Cl.COC(CC)=O propionic acid methyl ester Hydrochloride salt